Cl.O1C(=NC=C1)C(N)=N 2-oxazolecarboximidamide hydrochloride